FC(C1=NN2C(N=C(C=C2N[C@@H]2C[C@@H](CCC2)NC(OC(C)(C)C)=O)C(F)(F)F)=C1)(F)F tert-butyl ((1R,3S)-3-((2,5-bis(trifluoromethyl)pyrazolo[1,5-a]pyrimidin-7-yl)amino)cyclohexyl)carbamate